C(C)(=O)OC=1C=CC=2N(C3=CC=C(C=C3OC2C1)OC(C)=O)C(=O)OCC1=CC=C(C=C1)SCC1=C(N2C(C(C2SC1)NC(CC1=CC=CC=C1)=O)=O)C(=O)O 3-(((4-(((3,7-diacetoxy-10H-phenoxazine-10-carbonyl)oxy)methyl)phenyl)thio)methyl)-8-oxo-7-(2-phenylacetamido)-5-thia-1-azabicyclo[4.2.0]oct-2-ene-2-carboxylic acid